CC1=C(OC2CCNCC2)C=CC=C1 4-(2-methylphenoxy)piperidine